4-{2-[2-chloro-4-(4-chlorophenoxy)-phenyl]-4-methyl-[1,3]dioxolan-2-ylmethyl}-4H-[1,2,4]triazole ClC1=C(C=CC(=C1)OC1=CC=C(C=C1)Cl)C1(OCC(O1)C)CN1C=NN=C1